C(C)OC(/C(=C/C1=C(C=CC(=C1)Br)F)/N=[N+]=[N-])=O.C1(=CC=CC=C1)NC=1C=C2CCN(CC2=CC1)C(C)=O 1-(6-(phenylamino)-3,4-dihydroisoquinolin-2(1H)-yl)ethan-1-one ethyl-(Z)-2-azido-3-(5-bromo-2-fluoro-phenyl)prop-2-enoate